tert-Butyl (S)-3-(4-(3-(((allyloxy)carbonyl)amino)-1-(3-((tert-butoxycarbonyl) amino)propyl)-1H-pyrazol-4-yl)-3-fluorophenoxy)-2-((1,3-dioxoisoindolin-2-yl)oxy)-propanoate C(C=C)OC(=O)NC1=NN(C=C1C1=C(C=C(OC[C@@H](C(=O)OC(C)(C)C)ON2C(C3=CC=CC=C3C2=O)=O)C=C1)F)CCCNC(=O)OC(C)(C)C